ClC1=NC(=CC(=C1)C(C1CCC(CC1)C(=O)OC)(F)F)Cl Methyl 4-[(2,6-dichloro-4-pyridyl)-difluoro-methyl]cyclohexanecarboxylate